(S)-tert-butyl 2-carbamoyl-4-oxopyrrolidine-1-carboxylate C(N)(=O)[C@H]1N(CC(C1)=O)C(=O)OC(C)(C)C